ClC1=CC=CC(=N1)C1=CCN(CC1)C(=O)OC(C)(C)C Tert-butyl 6-chloro-5',6'-dihydro-[2,4'-bipyridine]-1'(2'H)-carboxylate